para-propyl-phenyl-propene C(CC)C1=CC=C(C=C1)C=CC